NC=1C=CC=C2C(=C(C=CC12)N=NC1=CC=C(C=C1)N)O 8-amino-4-hydroxy-3-((4-aminophenyl)diazenyl)naphthalene